terpyridyl ruthenium [Ru].N1=C(C=CC=C1)C1=NC=CC=C1C1=NC=CC=C1